FC(C1=C(C=C2CCCN(C2=C1)C1=NN(C2=C1CN(CC2)C(C)=O)C2CCNCC2)C=2C=NN(C2)C)F 1-[3-[7-(difluoromethyl)-6-(1-methylpyrazol-4-yl)-3,4-dihydro-2H-quinolin-1-yl]1-(4-piperidyl)-6,7-dihydro-4H-pyrazolo[4,3-c]pyridin-5-yl]ethanone